9-decenamine C(CCCCCCCC=C)N